OC(CCC)C1=CC(=C(C=N1)C=1C(N(C2=CC(=NC=C2C1)NC(C)=O)C)=O)C N-{3-[6-(1-hydroxybutyl)-4-methylpyridin-3-yl]-1-methyl-2-oxo-1,6-naphthyridin-7-yl}acetamide